4-(((3-(2-(Dimethylamino)-ethyl)-5-methoxy-1H-indole-1-carbonyl)oxy)methoxy)-4-oxobutanoic acid CN(CCC1=CN(C2=CC=C(C=C12)OC)C(=O)OCOC(CCC(=O)O)=O)C